CC1CCCC2C1O2 epoxy-6-methyl-cyclohexane